ClC1=C(C=C(C=C1)OC)N(C1C(C(CCC1)C(=O)O)=O)CCF 3-((2-chloro-5-methoxyphenyl)(2-fluoroethyl)amino)-2-oxocyclohexanecarboxylic acid